CC1=NC=CC(=N1)C1CN(C1)C1C(CCCC1)OC=1C=C2CN(C(C2=CC1)=O)C1C(NC(CC1)=O)=O 3-(5-((2-(3-(2-methylpyrimidin-4-yl)azetidin-1-yl)cyclohexyl)oxy)-1-oxoisoindolin-2-yl)piperidine-2,6-dione